N1(CCC1)C1=NC(=CC=C1C1=CC2(CC(C2)(F)F)CCN1C(=O)OC(C)(C)C)C(=O)OC tert-Butyl 6-(2-(azetidin-1-yl)-6-(methoxycarbonyl)pyridin-3-yl)-2,2-difluoro-7-azaspiro[3.5]non-5-ene-7-carboxylate